4-{[(1R)-1-(4-chlorophenyl)-7-fluoro-5-[1-hydroxy-1-(1-methyl-1H-imidazol-4-yl)propyl]-1-{[1-(hydroxymethyl)cyclopropyl]methoxy}-3-oxo-2,3-dihydro-1H-isoindol-2-yl]methyl}benzonitrile ClC1=CC=C(C=C1)[C@@]1(N(C(C2=CC(=CC(=C12)F)C(CC)(C=1N=CN(C1)C)O)=O)CC1=CC=C(C#N)C=C1)OCC1(CC1)CO